(1S)-1-((1R,3S,5R,7R)-5-(4-methoxyphenyl)adamantan-2-yl)heptan-1-ol methyl-3,5-di-tert-butyl-4-hydroxyphenylpropionate CC(C(=O)O[C@@H](CCCCCC)C1[C@@H]2CC3CC(C[C@@H]1C3)(C2)C2=CC=C(C=C2)OC)(C)C2=CC(=C(C(=C2)C(C)(C)C)O)C(C)(C)C